3-(1'-(benzo[b]thiophen-7-ylmethyl)-7-oxo-5,7-dihydro-2H,6H-spiro[furo[2,3-f]isoindole-3,4'-piperidin]-6-yl)piperidine-2,6-dione S1C2=C(C=C1)C=CC=C2CN2CCC1(CC2)COC2=CC=3C(N(CC3C=C21)C2C(NC(CC2)=O)=O)=O